C(C)C(C(=O)OC)CC(=O)OC ethylsuccinic acid, dimethyl ester